(2r,3s,5r)-2-(((6-(5-fluoropyrimidin-2-yl)bicyclo[4.1.0]hept-3-yl)oxy)methyl)-5-methyl-3-(methylsulfonyl)pyrrolidine-1-carboxylic acid methyl ester COC(=O)N1[C@@H]([C@H](C[C@H]1C)S(=O)(=O)C)COC1CC2CC2(CC1)C1=NC=C(C=N1)F